(1R,3R)-N-(3-(but-3-eneamido)-2-fluorophenyl)-2,2-dichloro-3-(3,5-dichlorophenyl)cyclopropane-1-carboxamide C(CC=C)(=O)NC=1C(=C(C=CC1)NC(=O)[C@@H]1C([C@H]1C1=CC(=CC(=C1)Cl)Cl)(Cl)Cl)F